5-[2-isopropyl-6-[4-[(3-piperazin-1-ylphenyl)methyl]piperazin-1-yl]-3-pyridinyl]-1,3-dimethyl-pyridin-2-one C(C)(C)C1=NC(=CC=C1C=1C=C(C(N(C1)C)=O)C)N1CCN(CC1)CC1=CC(=CC=C1)N1CCNCC1